phenyl-(2,4,6-Trimethylbenzoyl)Phosphine Oxide C1(=CC=CC=C1)P(C(C1=C(C=C(C=C1C)C)C)=O)=O